C(C)(=O)O[C@@H]1CC=C[C@@H]1CC(=O)O [(1S,5R)-5-(acetyloxy)cyclopent-2-en-1-yl]acetic acid